NS(=O)O Aminosulphinic acid